C(C(C)(C)C)(=O)OC1=CC2=C(C(=C(CCC2)Br)C2=CC=C(C=C2)CC2CN(C2)CCCF)C=C1 8-Bromo-9-(4-((1-(3-fluoropropyl)azetidin-3-yl)methyl)phenyl)-6,7-dihydro-5H-benzo[7]annulen-3-yl pivalate